[4-Fluoro-3-(7-morpholin-4-yl-quinazolin-4-yl)-phenyl]-(1-methyl-1H-pyrazolo[3,4-d]-pyrimidin-4-yl)-methanol FC1=C(C=C(C=C1)C(O)C1=C2C(=NC=N1)N(N=C2)C)C2=NC=NC1=CC(=CC=C21)N2CCOCC2